tert-butyl (R)-7-(4-fluorobenzyl)-2-(((methylsulfonyl) oxy) methyl)-2,3-dihydro-1H-pyrido[2,3-b][1,4]oxazine-1-carboxylate FC1=CC=C(CC2=CC3=C(OC[C@@H](N3C(=O)OC(C)(C)C)COS(=O)(=O)C)N=C2)C=C1